C(CCCCCCC)(=O)[O-].[OH-].[Al+2] aluminum hydroxide octanate